1-methyl-3-n-octyl-imidazole chloride [Cl-].CN1CN(C=C1)CCCCCCCC